CC1(CN(C=2C1=NC=CC2)C2=CC=NC=C2)C 4-(3,3-Dimethyl-2,3-dihydro-1H-pyrrolo[3,2-b]pyridin-1-yl)pyridine